BrC=1C=2N(C=CC1)C(=C(N2)C#CCNC2=C(C=C(C(=O)NC)C=C2)OC(F)F)CC(F)(F)F 4-({3-[8-bromo-3-(2,2,2-trifluoroethyl)imidazo[1,2-a]pyridin-2-yl]prop-2-yn-1-yl}amino)-3-(difluoromethoxy)-N-methylbenzamide